2-((2'-fluoro-[1,1'-biphenyl]-2-yl)(methyl)amino)-2-oxoacetic acid FC1=C(C=CC=C1)C1=C(C=CC=C1)N(C(C(=O)O)=O)C